N-CYCLOPENTYL-2-(3-FORMYLPIPERIDIN-1-YL)PROPANAMIDE C1(CCCC1)NC(C(C)N1CC(CCC1)C=O)=O